ClC1=CC(=C(OC2=CC=C(C=C2)C2=CC(=CC(=N2)C(=O)N)[C@H](CO)O)C=C1)F (R)-6-(4-(4-chloro-2-fluorophenoxy)phenyl)-4-(1,2-dihydroxyethyl)picolinamide